C([C@@H]1[C@H]([C@@H]([C@H]([C@H](O1)OC[C@H]([C@H]([C@@H]([C@H](C=O)O)O)O)O)O)O)O)O 6-O-α-D-Glucopyranosyl-D-glucose